FCCCN1CC(C1)=CC1=CC=C(C=C1)C1=C(CCCC2=C1C=CC=C2)C2CCOCC2 9-(4-((1-(3-Fluoropropyl)azetidin-3-yliden)methyl)phenyl)-8-(tetrahydro-2H-pyran-4-yl)-6,7-dihydro-5H-benzo[7]annulen